C(C)N(CC)CC1=C(C=CC2=CC=CC=C12)C1=CC(=CC=C1N(C([O-])=O)C)C(=O)O 6-({diethylamino}methylnaphthalen-2-yl)methyl[4-(hydroxycarbonyl)phenyl]carbamate